1-(3-aminopropyl)-1,4-diazabicyclo[2.2.2]octan-1-ium bromide [Br-].NCCC[N+]12CCN(CC1)CC2